6-chloro-5'-(5-chloro-2-methylpyridin-3-yl)-2'-(6-(2-fluoroethoxy)-4-methoxypyridin-3-yl)-3'-isopropyl-3'H-spiro[indoline-3,4'-pyrrolo[3,4-d]imidazole]-2,6'(5'H)-dione ClC1=CC=C2C(=C1)NC(C21N(C(C=2N=C(N(C21)C(C)C)C=2C=NC(=CC2OC)OCCF)=O)C=2C(=NC=C(C2)Cl)C)=O